BrC1=CC2=CC=CC(=C2C=2N=NSC21)Br 4,9-dibromo-naphthothiadiazole